rac-3a-(3,4-dimethoxyphenyl)-1-(methyl-d3)octahydro-6H-indol-6-one COC=1C=C(C=CC1OC)C12CCN(C2CC(CC1)=O)C([2H])([2H])[2H]